C(C)O[Si](CCCSCCC[Si](OCC)(OCC)OCC)(OCC)OCC [3-(triethoxysilyl) propyl] sulfide